N1=C(N=CC(=C1)C1C(C1)C=1C=C(C(=C(C1)N1CC2(C1)CCOCC2)F)F)C2=NC=CC=N2 2-(5-(2-([2,2'-bipyrimidin]-5-yl)cyclopropyl)-2,3-difluorophenyl)-7-oxa-2-azaspiro[3.5]nonane